C(=O)C=1C=C(C(=O)NC2=CC(=CC=C2)OC(F)(F)F)C=CC1C 3-Formyl-4-methyl-N-(3-(trifluoromethoxy)phenyl)benzamide